[Ti].C(C)N1N=C2C=CC(=CC2=C1C(=O)C1=NC=C(C=C1)O)F (2-ethyl-5-fluoro-2H-indazol-3-yl)(5-hydroxypyridin-2-yl)methanone titanium